C(=CCCCCCCCCCCCCCC)C(CC(=O)OC=1C2=CC=CC=C2C(=C2C=CC=CC12)OC(=O)CC(C=CCCCCCCCCCCCCCC)C(=O)O)C(=O)O 9,10-bis(2-n-hexadecenyl-2-carboxyethyl)carbonyloxyanthracene